ClC1=CC2=C(N(C(C(N2C)=O)=O)C2CCN(CC2)C(=O)OC(C)(C)C)N=C1 Tert-Butyl 4-(7-chloro-1-methyl-2,3-dioxo-2,3-dihydropyrido[2,3-b]pyrazin-4(1H)-yl)piperidine-1-Carboxylate